N,N'-di(tert-butoxycarbonyl)guanidine C(C)(C)(C)OC(=O)NC(=N)NC(=O)OC(C)(C)C